5-(4-(6-chloro-5-fluoroindolin-1-yl)quinazolin-6-yl)-3-(trifluoromethyl)pyridin-2-amine ClC1=C(C=C2CCN(C2=C1)C1=NC=NC2=CC=C(C=C12)C=1C=C(C(=NC1)N)C(F)(F)F)F